2-{[(3S)-4-{6-[(4-chloro-2-fluorobenzyl)oxy]pyridin-2-yl}-3-methylpiperazin-1-yl]methyl}-1-(2-methoxyethyl)-1H-benzimidazole-6-carboxylic acid ClC1=CC(=C(COC2=CC=CC(=N2)N2[C@H](CN(CC2)CC2=NC3=C(N2CCOC)C=C(C=C3)C(=O)O)C)C=C1)F